N1=CC=CC2=CC(=CC=C12)C1=CNC=2N=C(N=CC21)NC2CCOCC2 5-(Quinolin-6-yl)-N-(tetrahydro-2H-pyran-4-yl)-7H-pyrrolo[2,3-d]pyrimidin-2-amine